2-(3-ethylsulfonyl-6-methoxy-imidazo[1,2-a]pyridin-2-yl)-6-(trifluoromethoxy)isoindolin-1-one C(C)S(=O)(=O)C1=C(N=C2N1C=C(C=C2)OC)N2C(C1=CC(=CC=C1C2)OC(F)(F)F)=O